C(C=C)(=O)N1CCC(CC1)C(=O)N(C)CCC(=O)N1CCN(CC1)C1=NC(=NC(=N1)C=1C(=NC(=NC1)N)C(F)F)N1CCOCC1 1-acryloyl-N-(3-(4-(4-(2-amino-4-(difluoromethyl)pyrimidin-5-yl)-6-morpholino-1,3,5-triazin-2-yl)piperazin-1-yl)-3-oxopropyl)-N-methylpiperidine-4-carboxamide